(7-chloroimidazo[1,2-a]pyridin-3-yl)(phenyl)methanone ClC1=CC=2N(C=C1)C(=CN2)C(=O)C2=CC=CC=C2